CC1=CC=CC(=C1)C(C)=O 6'-methyl-2'-acetophenone